(1R,3S,5S)-8-azabicyclo[3.2.1]octane-3,8-dicarboxylic acid 3-benzyl 8-tert-butyl ester C(C)(C)(C)OC(=O)N1[C@H]2CC(C[C@@H]1CC2)C(=O)OCC2=CC=CC=C2